4-((S)-5-(tert-butoxy)-4-(18-(tert-butoxy)-18-oxooctadecanamido)-5-oxopentanamido)butyric acid C(C)(C)(C)OC([C@H](CCC(=O)NCCCC(=O)O)NC(CCCCCCCCCCCCCCCCC(=O)OC(C)(C)C)=O)=O